(S)-2-{[7-(3,5-difluorobenzyloxy)benzo[d][1,3]dioxol-4-yl]methylamino}propanamide FC=1C=C(COC2=CC=C(C3=C2OCO3)CN[C@H](C(=O)N)C)C=C(C1)F